4-(tetrahydrofuran-3-yl)-butanoic acid propyl ester C(CC)OC(CCCC1COCC1)=O